The molecule is a 3-hydroxy steroid that is estrone substituted by a beta-hydroxy group at position 16. It has a role as an estrogen and a human xenobiotic metabolite. It is a 16beta-hydroxy steroid, a 3-hydroxy steroid, a 17-oxo steroid, a member of phenols and a secondary alpha-hydroxy ketone. It derives from an estrone. It derives from a hydride of an estrane. C[C@]12CC[C@H]3[C@H]([C@@H]1C[C@@H](C2=O)O)CCC4=C3C=CC(=C4)O